tert-butyl (R)-2-methyl-4-(8-((3-methyl-4-((1-methyl-1H-benzo[d]imidazol-5-yl)oxy)phenyl)amino)pyrimido[5,4-d]pyrimidin-2-yl)piperazine-1-carboxylate C[C@H]1N(CCN(C1)C=1N=CC2=C(N1)C(=NC=N2)NC2=CC(=C(C=C2)OC2=CC1=C(N(C=N1)C)C=C2)C)C(=O)OC(C)(C)C